N-[[2-(2-fluoro-3-pyridyl)-3-methyl-1H-indol-5-yl]methyl]-4-methyl-pyrimidine-5-carboxamide FC1=NC=CC=C1C=1NC2=CC=C(C=C2C1C)CNC(=O)C=1C(=NC=NC1)C